5-[(1-Cyclopropyl-1H-1,2,3-triazol-4-yl)(hydroxy)methyl]-2-methylisoquinolin-1(2H)-one C1(CC1)N1N=NC(=C1)C(C1=C2C=CN(C(C2=CC=C1)=O)C)O